ClC1=CC=C(COC(C(=O)OCC2=CC=C(C=C2)Cl)=O)C=C1 oxalic acid bis(4-chlorobenzyl) ester